C(C1=CC=CC=C1)S(=O)(=O)NC(=O)C1=NN=C(N1C1=C(C=CC=C1OC)OC)C=1OC(=CC1)C N-(benzylsulfonyl)-4-(2,6-dimethoxyphenyl)-5-(5-methylfuran-2-yl)-4H-1,2,4-triazole-3-carboxamide